(3-cyano-4-fluorophenyl)-(3,5-difluorophenyl)methanol C(#N)C=1C=C(C=CC1F)C(O)C1=CC(=CC(=C1)F)F